CC1(CN(C(N1CC1=CC(=C(OC(C(=O)O)(C)C)C(=C1)C)C)=O)C1=CC=CC=C1)C 2-(4-((5,5-Dimethyl-2-oxo-3-phenylimidazolin-1-yl)methyl)-2,6-dimethylphenoxy)-2-methylpropanoic acid